4-(2-methylpropyl)aminobenzamide CC(CNC1=CC=C(C(=O)N)C=C1)C